CS(=O)(=O)N1C[C@H](CCC1)NC(CC=1N=CC2=CC=C(C=C2C1)C1=CC=CC=C1)=O (S)-N-(1-(methylsulfonyl)piperidin-3-yl)-2-(6-phenylisoquinolin-3-yl)acetamide